CN1C(C(C=C1)C)=O 1,3-dimethyl-4-pyrrolin-2-one